C(CCC)N(C(=N)N(CC)CC)CCCC 1,1-dibutyl-3,3-diethylguanidine